(S)-N-{(S)-1-[2-(Benzo[d]isoxazol-3-yl)phenyl]-2-[5-fluoro-6-(trimethylsilyl)pyridine-2-yl]ethyl}-2-methylpropane-2-sulfinamide O1N=C(C2=C1C=CC=C2)C2=C(C=CC=C2)[C@H](CC2=NC(=C(C=C2)F)[Si](C)(C)C)N[S@@](=O)C(C)(C)C